C(C=C)O[C@@H]1[C@H](C[C@@H](OC1)C(=O)N1[C@H](C2=CC=CC=C2CC1)C1=CC=C(C=C1)F)N ((2r,4S,5r)-5-(allyloxy)-4-aminotetrahydro-2H-pyran-2-yl)((S)-1-(4-fluorophenyl)-3,4-dihydroisoquinolin-2(1H)-yl)methanone